2-(3,4-Dimethoxyphenyl)-3-Ethyl-5-(piperidin-4-yl)-1H-indole COC=1C=C(C=CC1OC)C=1NC2=CC=C(C=C2C1CC)C1CCNCC1